C1(CC1)CNC1=NC(=CC2=C1N=C(N=C2)N[C@@H]2COCC[C@@H]2NC(C=C)=O)C2=C(C(=CC(=C2F)OC)OC)F N-((3S,4S)-3-((8-((cyclopropylmethyl)amino)-6-(2,6-difluoro-3,5-dimethoxyphenyl)pyrido[3,4-d]pyrimidin-2-yl)amino)tetrahydro-2H-pyran-4-yl)acrylamide